C(C1=CC=CC=C1)(=O)C1=CC=2C(=NOC2C(=O)O)C=C1 5-benzoylbenzo[c]isoxazole-3-carboxylic acid